NC1=NC=NN2C1=C(N=C2[C@H](C(F)(F)F)C)C2=C(C=C(CNC(C1=C(C=CC(=C1)F)OC)=O)C=C2)OCC (R)-N-(4-(4-amino-7-(1,1,1-trifluoropropan-2-yl)imidazo[5,1-f][1,2,4]triazin-5-yl)-3-ethoxybenzyl)-5-fluoro-2-methoxybenzamide